C(=O)C1CC2COCC(C1)N2C(=O)OC(C)(C)C tert-butyl 7-formyl-3-oxa-9-azabicyclo[3.3.1]nonane-9-carboxylate